BrC=1C=C(OCC2=C(C=C(C#N)C=C2)F)C=C(C1)F 4-((3-Bromo-5-fluorophenoxy)methyl)-3-fluorobenzonitrile